FC1=C(OC2=C(C=C(C=C2)NS(=O)(=O)C)C2=CN(C(C(=C2)OC)=O)C)C=CC(=C1)F N-[4-(2,4-difluorophenoxy)-3-(5-methoxy-1-methyl-6-oxopyridin-3-yl)phenyl]methanesulfonamide